dicyanogold (i) C(#N)[Au-]C#N